Dimethyl spiro[chroman-2,4'-piperidine]-6,7-dicarboxylate N1CCC2(CC1)OC1=CC(=C(C=C1CC2)C(=O)OC)C(=O)OC